(Z)-3-fluoro-4-(4-(4-(morpholinesulfonyl)phenyl)-6-(trifluoromethyl)-1H-benzo[d]imidazol-1-yl)but-2-en-1-amine F\C(=C/CN)\CN1C=NC2=C1C=C(C=C2C2=CC=C(C=C2)S(=O)(=O)N2CCOCC2)C(F)(F)F